N1=C(C=CC(=C1)C(=O)O)C1=NC=C(C=C1)C(=O)O [2,2'-bipyridyl]-5,5'-dicarboxylic acid